NC1=C(C(=O)N2CCC(CC2)N2C(NC3=NC=C(C=C32)OC3CN(CC3)C)=O)C=CC(=C1)OC(F)(F)F 1-[1-[2-amino-4-(trifluoromethoxy)benzoyl]-4-piperidyl]-6-(1-methylpyrrolidin-3-yl)oxy-3H-imidazo[4,5-b]pyridin-2-one